[K+].F[C@@]1(C(N(CCC1)CB([O-])[O-])(F)F)C.[K+] (S)-trifluoro(3-methylpiperidin-1-yl)methylboronic acid potassium salt